C(C)C=1C=CC=2N(C3=CC=CC=C3C2C1)CC1=CC=C(C=C1)CP(OC(C)(C)C)(OC(C)(C)C)=O di-tert-butyl ((4-((3-ethyl-9H-carbazol-9-yl)methyl)phenyl)methyl)phosphonate